COC(=O)C1(CC(=NO1)C1=CC(=CC(=C1)F)F)C(C)OS(=O)(=O)C(F)(F)F 3-(3,5-difluorophenyl)-5-[1-(trifluoromethylsulfonyloxy)ethyl]-4H-isoxazole-5-carboxylic acid methyl ester